ClC1=C(N=C(NC1=O)C1=CC=NC=C1)N1[C@@H]2CN[C@H](C1)C2 5-chloro-4-[(1s,4s)-2,5-diazabicyclo[2.2.1]heptan-2-yl]-2-(4-pyridyl)-1H-pyrimidin-6-one